((S)-1-(2-chlorophenyl)ethyl)-N-((R,E)-4-(methylsulfonyl)but-3-en-2-yl)-1H-pyrazolo[3,4-c]pyridine-5-carboxamide ClC1=C(C=CC=C1)[C@H](C)N1N=CC=2C1=CN=C(C2)C(=O)N[C@H](C)\C=C\S(=O)(=O)C